C(C)(C)(C)OC(=O)NCCCC[C@H](NC([C@@H](NC(COCCOCCOCCOCCOCCOCCOCCOCCOCCNC(CCCC#CC=1C=NC(=NC1)SC)=O)=O)C(C)C)=O)C(=O)O N6-(tert-Butoxycarbonyl)-N2-((36-(2-(methylthio)pyrimidin-5-yl)-31-oxo-3,6,9,12,15,18,21,24,27-nonaoxa-30-azahexatriacont-35-ynoyl)-L-valyl)-L-lysine